4-(aminocarbonyl)-3,5-difluorophenylboronic acid NC(=O)C1=C(C=C(C=C1F)B(O)O)F